C(CCC)OC([C@@H]1CN(CCO1)C1=CC=C(C=C1)C1CCNCC1)OCCCC (2S)-2-(Dibutoxymethyl)-4-[4-(piperidin-4-yl)phenyl]morpholine